C(C)(C)(C)OC(N(CC)C1=CC(=C(C=C1)C#N)Br)=O N-(3-bromo-4-cyano-phenyl)-N-ethyl-carbamic acid tert-butyl ester